C(C)(C)(C)OC(=O)N1[C@@H](CN(C[C@@H]1C)C1=C2C=C(C=NC2=C(C=N1)C(=O)O)C#N)C 5-[(3R,5S)-4-tert-butoxycarbonyl-3,5-dimethyl-piperazin-1-yl]-3-cyano-1,6-naphthyridine-8-carboxylic acid